2-((2-((4-(((1-(2-(2,6-Dioxopiperidin-3-yl)-1,3-dioxoisoindolin-5-yl)piperidin-4-yl)amino)methyl)-3-fluorophenyl)amino)-5-(trifluoromethyl)pyrimidin-4-yl)amino)-N-methyl-benzamide O=C1NC(CCC1N1C(C2=CC=C(C=C2C1=O)N1CCC(CC1)NCC1=C(C=C(C=C1)NC1=NC=C(C(=N1)NC1=C(C(=O)NC)C=CC=C1)C(F)(F)F)F)=O)=O